2-[4-[(3R,4R)-6-[4-(2-carboxyethyl)-2,6-dichloro-phenoxy]-3,4-dihydroxy-hexoxy]-3-chloro-phenyl]-1,3-benzoxazole-6-carboxylic acid C(=O)(O)CCC1=CC(=C(OCC[C@H]([C@@H](CCOC2=C(C=C(C=C2)C=2OC3=C(N2)C=CC(=C3)C(=O)O)Cl)O)O)C(=C1)Cl)Cl